CC(CC1=CC=CC=C1)N2C=C(N=C2)C3=NC=CC(=C3)C4CNNN4 2-[1-(1-phenylpropan-2-yl)imidazol-4-yl]-4-(1H-triazol-4-yl)pyridine